FC=1C=C(C=CC1)N1C(C2=CC=C(C=C2CC1)O)=O 2-(3-fluorophenyl)-6-hydroxy-3,4-dihydroisoquinoline-1(2H)-one